C(#N)C=1C=C(C=CC1)CC=1NC(=NN1)C(=O)N[C@@H]1C(N(C2=C(OC1)C=CC=C2)C)=O (S)-5-(3-cyanophenylmethyl)-N-(5-methyl-4-oxo-2,3,4,5-tetrahydrobenzo[b][1,4]oxazepin-3-yl)-4H-1,2,4-triazole-3-carboxamide